CC1(OB(OC1(C)C)C1=CC=2C3=C(C4(C2C=C1)C1=CC=CC=C1C=1C=CC=CC14)C=CC=1SC=C(C13)C#N)C 9'-(4,4,5,5-tetramethyl-1,3,2-dioxaborolan-2-yl)spiro[fluorene-9,6'-fluoreno[3,4-b]thiophene]-1'-carbonitrile